C(C)(C)N1N=C2N=CC(=NC2=C1)C=O 2-isopropylpyrazolo[3,4-b]pyrazine-5-carbaldehyde